(2S)-2-[[(3R,4R)-4,8-dihydroxy-3-methyl-1-oxo-3,4-dihydroisochromene-7-carbonyl]amino]-3-phenylpropanoic acid O[C@H]1[C@H](OC(C2=C(C(=CC=C12)C(=O)N[C@H](C(=O)O)CC1=CC=CC=C1)O)=O)C